C(CCCCCCC)C(CCCCCCCC)OC(CCCCCCCOC(=O)[C@H]1N(CC[C@@H](C1)O)CCCCCC(OCCCCCCCCCCC)=O)=O (2s,4s)-4-hydroxy-1-(6-oxo-6-undecyloxy-hexyl)piperidine-2-carboxylic acid [8-(1-octylnonyloxy)-8-oxo-octyl] ester